ClC1=CC=C(C=N1)CC(C(C(C)(C)C)=O)N1N=CN=C1 1-(6-chloropyridin-3-yl)2-(1,2,4-triazole-1-yl)-4,4-dimethyl-3-pentanone